3-Bromoimidazo[1,2-a]pyridine-7-carboxylic acid methyl ester COC(=O)C1=CC=2N(C=C1)C(=CN2)Br